(R)-2-(1-(3-(benzofuran-2-yl)phenyl)cyclopropyl)-6-(2-(3-chlorophenyl)-2-hydroxyacetyl)-3,5,6,7,8,9-hexahydro-4H-pyrimido[5,4-c]azepin-4-one O1C(=CC2=C1C=CC=C2)C=2C=C(C=CC2)C2(CC2)C=2NC(C=1CN(CCCC1N2)C([C@H](O)C2=CC(=CC=C2)Cl)=O)=O